3-Aminopropylmethyldibutoxysilan NCCC[Si](OCCCC)(OCCCC)C